O1-tert-butyl O4-methyl 4-but-3-enylpiperidine-1,4-dicarboxylate C(CC=C)C1(CCN(CC1)C(=O)OC(C)(C)C)C(=O)OC